4-cyclohexyl-5,6-dihydrocyclopenta[d][1,2,3]triazole C1(CCCCC1)C=1CCC2=NN=NC21